1-hydroxycyclohexyl phenethyl ketone C(CC1=CC=CC=C1)C(=O)C1(CCCCC1)O